5-(2,2-difluoropropyl)-N,N-bis[(2,4-dimethoxyphenyl)methyl]-4-methoxy-pyrimidin-2-amine FC(CC=1C(=NC(=NC1)N(CC1=C(C=C(C=C1)OC)OC)CC1=C(C=C(C=C1)OC)OC)OC)(C)F